NC1=NC=CC2=C1C(=NN2[C@H]2C[C@@H](N(C2)C(C=C)=O)COC)C#CC2=C(C1=C(N(C=N1)CC)C=C2Cl)F 1-[(2R,4S)-4-[4-Amino-3-[2-(6-chloro-1-ethyl-4-fluoro-1,3-benzodiazol-5-yl)ethynyl]pyrazolo[4,3-c]pyridin-1-yl]-2-(methoxymethyl)pyrrolidin-1-yl]prop-2-en-1-one